5,6-dichloro-1-(3-((2R,3S)-3-hydroxypiperidin-2-yl)propyl)-1H-benzo[d]imidazol-2-ol dihydrochloride Cl.Cl.ClC1=CC2=C(N(C(=N2)O)CCC[C@H]2NCCC[C@@H]2O)C=C1Cl